(2,2-dimethoxy ethyl) carbamate C(N)(OCC(OC)OC)=O